(R,E)-2-hydroxy-3-(octadeca-2-en-1-yloxy)propylpivalate O[C@H](CCC(C(=O)[O-])(C)C)COC\C=C\CCCCCCCCCCCCCCC